COC=1C=CC=C(C1N)N 6-methoxybenzene-1,2-diamine